ClC(CCC)Br Monochlorobromobutane